2-(trifluoromethyl)-4H-pyrido[1,2-a]pyrimidin FC(C=1N=C2N(CC1)C=CC=C2)(F)F